glycerylcholine C(C(O)CO)OCC[N+](C)(C)C